4-{7-methyl-[1,2,4]triazolo[1,5-a]pyridin-5-yl}benzonitrile CC1=CC=2N(C(=C1)C1=CC=C(C#N)C=C1)N=CN2